CNC(OC[C@H]1CC[C@]2(CCCN12)COC=1N=C(C2=C(N1)C(=C(N=C2)C2=CC=CC1=CC=CC(=C21)CC)F)N2CC1CCC(C2)N1)=O ((3R,7aR)-7a-(((4-(3,8-diazabicyclo[3.2.1]octan-3-yl)-7-(8-ethylnaphthalen-1-yl)-8-fluoropyrido[4,3-d]pyrimidin-2-yl)oxy)methyl)hexahydro-1H-pyrrolizin-3-yl)methyl methylcarbamate